C(C)[C@H]1N(C[C@@H](NC1)CC)C(C)C1=CC=C(C=C1)C (2R,5S)-2,5-diethyl-1-(1-(p-tolyl)ethyl)piperazine